2,2-dimethyl-5-(1-methylpyrrolidine-2-ylidene)-1,3-dioxane-4,6-dione CC1(OC(C(C(O1)=O)=C1N(CCC1)C)=O)C